NC=1C=2C(=C3N(C2C(=C(C1)Cl)Cl)CCN(C3)C(CC3=NC=CN=C3)=O)C=3C=NNC3 1-[9-Amino-6,7-dichloro-10-(1H-pyrazol-4-yl)-3,4-dihydro-1H-pyrazino[1,2-a]indol-2-yl]-2-pyrazin-2-yl-ethanone